1,3,5-tri(cumylperoxyisopropyl)benzene C(C)(C)(C1=CC=CC=C1)OOC(C)(C)C1=CC(=CC(=C1)C(C)(C)OOC(C)(C)C1=CC=CC=C1)C(C)(C)OOC(C)(C)C1=CC=CC=C1